COC([C@H](NC(\C=C\C1=CC=C(C=C1)C(F)(F)F)=O)C)=O (E)-(3-(p-trifluoromethylphenyl)acryloyl)-D-alanine methyl ester